N-[5-[1-(2,2-Difluoroethyl)triazol-4-yl]-4-fluoro-2-methylphenyl]pyrazolo[1,5-a]pyridine-3-carboxamide FC(CN1N=NC(=C1)C=1C(=CC(=C(C1)NC(=O)C=1C=NN2C1C=CC=C2)C)F)F